tert-Butyl (S)-((4-(6-aminopyridin-3-yl)morpholin-2-yl)methyl)(cyclopropyl)carbamate NC1=CC=C(C=N1)N1C[C@H](OCC1)CN(C(OC(C)(C)C)=O)C1CC1